C(C)(=O)OCCC=1N=C(SC1)C[C@@H]([C@@H](C1=CC(=C(C(=C1)OC)C)OC)O[Si](C)(C)C(C)(C)C)OC1CCCC1 2-[2-[(2S,3R)-3-[tert-butyl (dimethyl) silyl]Oxy-2-(cyclopentyloxy)-3-(3,5-dimethoxy-4-methyl-phenyl) propyl]Thiazol-4-yl]Ethyl acetate